C(C)C1=C(C=CC(=C1)N1C[C@H]2CC[C@@H](C1)N2C)NC2=NC=C(C(=N2)NCCCN2CCOCC(C2=O)(C)C)C(F)(F)F 4-(3-((2-((2-ethyl-4-((1R,5S)-8-methyl-3,8-diazabicyclo[3.2.1]octan-3-yl)phenyl)amino)-5-(trifluoromethyl)pyrimidin-4-yl)amino)propyl)-6,6-dimethyl-1,4-oxazepan-5-one